O1C(=CC=C1)C1=CC=NC(=N1)SC 6-(furan-2-yl)-2-(methylsulfanyl)pyrimidine